FC(C1(OC2C3(CCC(C12)C3)COC3=C(C=CC=C3)[S+](C3=CC=CC=C3)C3=C(C=CC=C3)OCC31C2OC(C2C(CC3)C1)(C(F)(F)F)C(F)(F)F)C(F)(F)F)(F)F bis[4,4-bis(trifluoromethyl)-3-oxatricyclo[4.2.1.02,5]-nonylmethoxy-phenyl]phenyl-sulfonium